(R)-tert-butyl 4-(2-(3-(2-(methoxymethoxy)phenyl)-5-methyl-7,8-dihydro-5H-pyrido[3',4':4,5]pyrrolo[2,3-c]pyridazin-6(9H)-yl)pyrimidin-4-yl)piperidine-1-carboxylate COCOC1=C(C=CC=C1)C1=CC2=C(N=N1)NC1=C2[C@H](N(CC1)C1=NC=CC(=N1)C1CCN(CC1)C(=O)OC(C)(C)C)C